C(C)OC(CCCCCCCCCCCCCCCCCCC)=O icosanoic acid ethyl ester